C(C)OC(=O)C=1C=C(NC1)C1=CC=C(C=C1)SC (4-(methylthio)phenyl)Azole-4-carboxylic acid ethyl ester